2-(4-Fluorophenyl)-6,6-dimethyl-3-(6-methyl-1H-pyrazolo[3,4-b]pyridin-4-yl)-6,7-dihydro-4H-pyrazolo[5,1-c][1,4]oxazine FC1=CC=C(C=C1)C1=NN2C(COC(C2)(C)C)=C1C1=C2C(=NC(=C1)C)NN=C2